O[C@H](CN(C(=O)C=1NN=C2C1CN([C@@H](C2)C)C(=O)OC(C)(C)C)[C@@H](C)C=2C=NC(=CC2)C(F)(F)F)CO (R)-tert-butyl 3-(((R)-2,3-dihydroxypropyl)((S)-1-(6-(trifluoromethyl)pyridin-3-yl)ethyl)carbamoyl)-6-methyl-6,7-dihydro-2H-pyrazolo[4,3-c]pyridine-5(4H)-carboxylate